CN([C@H]1CCN2[C@@H]([C@@H]([C@@H]2CN(C1)C(=O)NC1=CC=C(C=C1)OC)C1=CC=C(C=C1)C#CC1=CC=CC=C1)CO)C (4S,8R,9R,10S)-4-(dimethylamino)-10-(hydroxymethyl)-N-(4-methoxyphenyl)-9-[4-(2-phenylethynyl)phenyl]-1,6-diazabicyclo[6.2.0]decane-6-carboxamide